ClC1=C2N=C(C=NC2=CC=C1OC=1C=CC2=C(N(C(=N2)C)S(=O)(=O)NC(OC)=O)C1)C=1C=NN(C1)C(CC#N)(C)C methyl N-[6-[5-chloro-3-[1-(2-cyano-1,1-dimethyl-ethyl)pyrazol-4-yl]quinoxalin-6-yl]oxy-2-methyl-benzimidazol-1-yl]sulfonylcarbamate